3,6-di-tert-butyl-phenothiazine C(C)(C)(C)C=1C=CC=2NC3=CC=CC(=C3SC2C1)C(C)(C)C